C(C)C1=C(C=NN1C1=CC=CC=C1)C(=O)NC1=CC(=C(C=C1)OC1=C2C(=NC=C1)NC(N2C(C)C)=O)F 5-ethyl-N-(3-fluoro-4-((1-isopropyl-2-oxo-2,3-dihydro-1H-imidazo[4,5-b]pyridin-7-yl)oxy)phenyl)-1-phenyl-1H-pyrazole-4-carboxamide